COC1=C(C(=O)NCC2=CC=C(C=C2)C2=NN3C(NC4=C(CC3)C=CC=C4)=C2C(=O)N)C=C(C=C1)C 2-(4-((2-methoxy-5-methylbenzamido)methyl)phenyl)-9,10-dihydro-4H-benzo[d]pyrazolo[1,5-a][1,3]diazepine-3-carboxamide